1-(4-amino-1,2,5-oxadiazol-3-yl)-N'-(4-methylbenzylidene)-1H-1,2,3-triazole-4-carbohydrazide NC=1C(=NON1)N1N=NC(=C1)C(=O)NN=CC1=CC=C(C=C1)C